N'-((3-(methoxymethyl)-1,2,3,5,6,7-hexahydro-s-indacen-4-yl)carbamoyl)-N-trityl-5'H,7'H-spiro[cyclopropane-1,6'-pyrazolo[5,1-b][1,3]oxazine]-3'-sulfonimidamide COCC1CCC2=CC=3CCCC3C(=C12)NC(=O)N=S(=O)(NC(C1=CC=CC=C1)(C1=CC=CC=C1)C1=CC=CC=C1)C=1C=NN2C1OCC1(C2)CC1